CC1=CN=C(S1)C1CN(CCS1(=O)=O)C(=O)OC(C)(C)C tert-butyl 2-(5-methylthiazol-2-yl)thiomorpholine-4-carboxylate 1,1-dioxide